3-(4-((tert-butoxycarbonyl)amino)-2-fluorophenyl)-2-methyl-4-(trifluoromethyl)pyridine 1-oxide C(C)(C)(C)OC(=O)NC1=CC(=C(C=C1)C=1C(=[N+](C=CC1C(F)(F)F)[O-])C)F